C(C1=CC=CC=C1)OC1=NC(=CC=C1C1=NN(C2=CC(=CC=C12)C(=O)OC)C)OCC1=CC=CC=C1 methyl 3-(2,6-bis(benzyloxy)pyridin-3-yl)-1-methyl-1H-indazole-6-carboxylate